OCCCC1=CC=C(C=C1)NC(CN1N=CC(=C1)C1=CC=2N(C=C1)N=CN2)=O N-[4-(3-Hydroxypropyl)phenyl]-2-[4-([1,2,4]triazolo[1,5-a]pyridin-7-yl)pyrazol-1-yl]acetamide